carbazole compound with chloroform C(Cl)(Cl)Cl.C1=CC=CC=2C3=CC=CC=C3NC12